C(C)(C)(C)OC(=O)N1C(C(CCC1)O)COC1CCC(CC1)C1=C(C=CC=C1)OCC(=O)OC(C)(C)C tert-butyl-3-hydroxy-2-({[(1s,4s)-4-{2-[2-(tert-butoxy)-2-oxoethoxy]phenyl}cyclohexyl]oxy}methyl)piperidine-1-carboxylate